FC1=C(C=C(C=C1)NC(=O)C=1C(=CC=2CCCCC2C1)NC(=O)C=1C=C(C=CC1OC)B(O)O)C(F)(F)F (3-((3-((4-fluoro-3-(trifluoromethyl)phenyl)carbamoyl)-5,6,7,8-tetrahydronaphthalen-2-yl)carbamoyl)-4-methoxyphenyl)boronic acid